CC1(COC2=C1C(=CC=C2)OC2=NC=C(C=N2)N2C(N[C@@H](C2=O)CC)=O)C (5R)-3-{2-[(3,3-dimethyl-2,3-dihydro-1-benzofuran-4-yl)oxy]-5-pyrimidinyl}-5-ethyl-2,4-imidazolidinedione